{3-(2-tert-butoxycarbonyl-2-aza-6-spiro[3.3]heptyl)-5'-cyano-1'-methyl-1H,1'H-4,6'-biindazolyl-1-yl}acetic acid C(C)(C)(C)OC(=O)N1CC2(C1)CC(C2)C2=NN(C=1C=CC=C(C21)C2=C(C=C1C=NN(C1=C2)C)C#N)CC(=O)O